1H-Pyrazolo[3,4-b]quinoxalin N1N=CC=2C1=NC1=CC=CC=C1N2